2-(4-(2-Hydroxyethyl)1-piperazinyl)-ethan OCCN1CCN(CC1)CC